C(C1=CN=CC=C1)(=O)OC1=CC(=CC(=C1)C=NC(CC1=CC=C(C=C1)O)C(CO)=O)Br 3-bromo-5-((4-hydroxy-1-(4-hydroxyphenyl)-3-oxobutan-2-ylimino)-methyl)phenyl nicotinate